Cl.C1(CC1)ON O-Cyclopropylhydroxylamine hydrochloride